COC=1C=CC=C2C=C(C=3N(C12)C=NN3)C(=O)N 9-methoxy-[1,2,4]triazolo[4,3-a]quinoline-4-carboxamide